(S)-N-(4-((2,3-dihydro-1H-inden-5-yl)carbamoyl)piperidin-4-yl)-2-(4-oxo-4-phenylbutanoyl)-1,2,3,4-tetrahydroisoquinoline-3-carboxamide C1CCC2=CC(=CC=C12)NC(=O)C1(CCNCC1)NC(=O)[C@H]1N(CC2=CC=CC=C2C1)C(CCC(C1=CC=CC=C1)=O)=O